1-[4-(2,3,5-trifluorophenyl)piperazin-1-yl]ethan-1-one FC1=C(C=C(C=C1F)F)N1CCN(CC1)C(C)=O